(±)-N-Methyl-1,2,3,4,4a,5-hexahydropyrazino[1,2-d]pyrido[2,3-b][1,4]oxazine-8-carboxamide hydrochloride Cl.CNC(=O)C=1C=CC2=C(OC[C@@H]3N2CCNC3)N1 |r|